N-{[5-chloro-6-(5-methoxy-2-pyrazinyl)-2-indolyl]methyl}3-fluorolactamide ClC=1C=C2C=C(NC2=CC1C1=NC=C(N=C1)OC)CNC(C(O)CF)=O